[K+].NCCCP([O-])([O-])=O.[K+] aminopropyl-phosphonic acid, potassium salt